isopropyl (E)-3-(3-(3,5-bis(trifluoro-methyl)phenyl)-1H-1,2,4-triazol-1-yl)-2-(6-meth-oxypyridin-3-yl)-acrylate FC(C=1C=C(C=C(C1)C(F)(F)F)C1=NN(C=N1)/C=C(/C(=O)OC(C)C)\C=1C=NC(=CC1)OC)(F)F